1-{6-[5-(difluoromethyl)-1-methylbenzimidazol-2-yl]-5-(methylsulfonylamino)pyridin-2-yl}-N-ethoxy-ethaneimine FC(C1=CC2=C(N(C(=N2)C2=C(C=CC(=N2)C(C)=NOCC)NS(=O)(=O)C)C)C=C1)F